1-(4-chlorobenzoyl)-1H-benzotriazole ClC1=CC=C(C(=O)N2N=NC3=C2C=CC=C3)C=C1